[N+](=O)([O-])C1=CC2=C(OC3C(O2)COC3)C=C1C(=O)OC methyl 7-nitro-1,3,3a,9a-tetrahydrobenzo[b]furo[3,4-e][1,4]dioxine-6-carboxylate